FC(C(=O)[O-])(F)F.C(C)C1=C(C=C(C=C1)C(=O)OC)S(=O)(=O)NC1=C(C=CC(=C1)C(F)(F)F)C1[NH2+]CCC1 2-(2-((2-ethyl-5-(methoxycarbonyl)phenyl)sulfonamido)-4-(trifluoromethyl)phenyl)pyrrolidin-1-ium 2,2,2-trifluoroacetate